2-isobutylthiazole C(C(C)C)C=1SC=CN1